C(C)(C)(C)OC(NCC1=CC=C2C=CC3=C(N(C(N3C3C(NC(CC3)=O)=O)=O)C)C2=C1)=O ((3-(2,6-dioxopiperidin-3-yl)-1-methyl-2-oxo-2,3-dihydro-1H-naphtho[1,2-d]imidazol-8-yl)methyl)carbamic acid tert-butyl ester